(4S,5S)-4-Hydroxy-5-((S)-5H-imidazo[5,1-a]isoindol-5-yl)-4,5,6,7-tetrahydrobenzo[d]thiazol-2-carboxamid O[C@H]1[C@@H](CCC2=C1N=C(S2)C(=O)N)[C@@H]2N1C(C3=CC=CC=C23)=CN=C1